BrC=1C=C2C[C@H]([C@@H](C2=CC1)NC(OC(C)(C)C)=O)O trans-tert-butyl N-(5-bromo-2-hydroxy-2,3-dihydro-1H-inden-1-yl)carbamate